C(C)(C)(C)OP(=O)(OC(C)(C)C)OC[C@@H]1[C@@H](C1)C(=O)OCC1=CC=CC=C1 benzyl (1R,2S)-2-(((di-tert-butoxyphosphoryl)oxy)methyl)cyclopropane-1-carboxylate